NC=1C=C(C(=O)N2CCC(CC2)CCCCNC(\C=C\C=2C=NC=CC2)=O)C=CC1 (E)-N-(4-(1-(3-aminobenzoyl)piperidin-4-yl)butyl)-3-(pyridin-3-yl)acrylamide